COC=1C=C(CN(C=2SC=C(N2)CNCCCN2CCOCC2)CC2=CC(=CC=C2)OC)C=CC1 N,N-bis(3-methoxybenzyl)-4-((3-morpholinopropylamino)methyl)thiazol-2-amine